7-Bromofuro[3,4-b]pyridin-5(7H)-one BrC1OC(C=2C1=NC=CC2)=O